COC=1C=C2[C@]3(C(NC2=CC1)=O)[C@@H](C3)C3=CC=C1C(=NNC1=C3)NC=3C(=NC=C(C3)C)OC (1r,2s)-5'-methoxy-2-{3-[(2-methoxy-5-methylpyridin-3-yl)amino]-1H-indazol-6-yl}-1'H-spiro[cyclopropan-1,3'-indol]-2'-one